2-(4-chlorobenzoyl)-3-fluorobenzoic acid ClC1=CC=C(C(=O)C2=C(C(=O)O)C=CC=C2F)C=C1